C(#N)C(C(=O)O)=CC=1OC(=CC1)C1=NC=2C(=C3C(=NC2)NC=C3)N1C1CCCCC1 2-Cyano-3-(5-(1-cyclohexyl-1,6-dihydroimidazo[4,5-d]pyrrolo[2,3-b]pyridin-2-yl)furan-2-yl)acrylic acid